phenylindenedione C1(=CC=CC=C1)C1C(C(C2=CC=CC=C12)=O)=O